2,3-Dihydroxypropanal OC(C=O)CO